ClC1=C(C=CC=C1)C=1C=C2C=NC=NC2=C(C1)C=1C=C(C=CC1)NC(C=C)=O N-(3-(6-(2-chlorophenyl)-quinazolin-8-yl)phenyl)acrylamide